N-[(6-Amino-2-pyridyl)sulfonyl]-6-(6-isopropoxy-3-pyridyl)-2-(3-propyl-1-piperidyl)pyridin-3-carboxamid NC1=CC=CC(=N1)S(=O)(=O)NC(=O)C=1C(=NC(=CC1)C=1C=NC(=CC1)OC(C)C)N1CC(CCC1)CCC